(R)-2-(2,5-difluoro-4-(6-((4-methyl-5-(1-methyl-1H-pyrazol-4-yl)thiazol-2-yl)methoxy)pyridin-2-yl)benzyl)-1-(oxetan-2-ylmethyl)-1H-benzo[d]imidazole-6-carboxylic acid FC1=C(CC2=NC3=C(N2C[C@@H]2OCC2)C=C(C=C3)C(=O)O)C=C(C(=C1)C1=NC(=CC=C1)OCC=1SC(=C(N1)C)C=1C=NN(C1)C)F